neopentyl glycol dipivalate C(C(C)(C)C)(=O)OCC(C)(COC(C(C)(C)C)=O)C